FC(C(C)N1C=NC(=C1)C(=O)O)(F)F 1-(1,1,1-trifluoropropan-2-yl)-1H-imidazole-4-carboxylic acid